5-bromo-3-(methoxymethyl)pyridine-2-carboxylic acid methyl ester COC(=O)C1=NC=C(C=C1COC)Br